6-oxo-hexanoic acid (2,3,5,6-tetrafluorophenyl) ester FC1=C(C(=C(C=C1F)F)F)OC(CCCCC=O)=O